FC1=CC(=C(C(=C1)C(C)C)NC(=O)N=S(=O)(N)C=1SC=C(C1)C(C)(C)O)C(C)C N'-(4-fluoro-2,6-diisopropylphenylcarbamoyl)-4-(2-hydroxypropan-2-yl)thiophene-2-sulfonimidamide